3'-propargylthymidine phosphoramidite P(O)(N)OC[C@@H]1[C@](C[C@@H](O1)N1C(=O)NC(=O)C(C)=C1)(O)CC#C